NC1=C(C(=CC=C1)O)O 3-aminobenzene-1,2-diol